C(CCCCCCC)[Sn]CCCCCCCC di-octyl-tin